N-[3-methoxy-5-(1-methylpyrazol-4-yl)pyrazin-2-yl]-5-methyl-3-phenyl-isoxazole-4-carboxamide COC=1C(=NC=C(N1)C=1C=NN(C1)C)NC(=O)C=1C(=NOC1C)C1=CC=CC=C1